C1CSSS1 trithiolane